2-(2-(4-(3-(3-(3-hydroxypyrrolidin-1-yl)propoxy)-2-methylphenyl)indoline-1-carbonyl)-1-methyl-1,4,6,7-tetrahydro-5H-imidazo[4,5-c]pyridin-5-yl)acetic acid OC1CN(CC1)CCCOC=1C(=C(C=CC1)C1=C2CCN(C2=CC=C1)C(=O)C=1N(C2=C(CN(CC2)CC(=O)O)N1)C)C